CC12C(=O)OC(C1CC=CC2)=O methyl-1,2,3,6-tetrahydrophthalic anhydride